C(#N)C1=CC=C(C2=CC=CC=C12)C1=CC=C(S1)SC(C(=O)O)(C)C 2-(5-(4-cyanonaphthalene-1-yl)thiophen-2-ylsulfanyl)-2-methylpropanoic acid